FC(OC=1C=C(C=CC1)C=1C2=C(NN1)CC(CO2)C(=O)NC2(CS(C2)(=O)=O)C)F 3-(3-(difluoromethoxy)phenyl)-N-(3-methyl-1,1-dioxidothietan-3-yl)-1,5,6,7-tetrahydropyrano[3,2-c]pyrazole-6-carboxamide